C(C1=CC=CC=C1)(=O)O.FC1=CC=C(C=C1)[C@@]1(CCOC2(CCCC2)C1)CCNCC1=C(C=CC=C1)C1=CC=NC=C1 (R)-2-(9-(4-fluorophenyl)-6-oxaspiro[4.5]decan-9-yl)-N-(2-(pyridin-4-yl)benzyl)ethanamine monobenzoate